CC=1SC=2N3C(=NN=C3[C@@H](N=C(C2C1C)C1=CC=C(C=C1)N1CCC2(CCN(C2)C(=O)OC(C)(C)C)CC1)C)C tert-butyl 8-[4-[(9S)-4,5,9,13-tetramethyl-3-thia-1,8,11,12-tetrazatricyclo[8.3.0.02,6]trideca-2(6),4,7,10,12-pentaen-7-yl]phenyl]-2,8-diazaspiro[4.5]decane-2-carboxylate